ClC=1C=CC(=C(CNCC2CCN(CC2)C(=O)OC(C)(C)C)C1)OC1=CC=CC=C1 tert-butyl 4-(((5-chloro-2-phenoxybenzyl) amino)methyl)piperidine-1-carboxylate